CC(=C1CC[C@@]2(CCC[C@](C2C1)(C)O)C)C Eudesm-7(11)-En-4-Ol